2-(6-methylpyridin-2-yl)-3-(1-(tetrahydro-2H-pyran-2-yl)-1H-indazol-5-yl)imidazo[1,2-a]pyrimidine CC1=CC=CC(=N1)C=1N=C2N(C=CC=N2)C1C=1C=C2C=NN(C2=CC1)C1OCCCC1